C[Si](OC(C)C)(C(C)C)C di(methyl)iso-propyl-iso-propoxysilane